2-hydroxy-N,N,N-trimethyl-1-propyl-ammonium formate C(=O)[O-].OC(C[N+](C)(C)C)C